2-(piperazin-1-yl)-3-(4-(trifluoromethyl)phenoxy)pyrazine tert-butyl-2,4-dichloro-5,6-dihydropyrido[3,4-d]pyrimidine-7(8H)carboxylate C(C)(C)(C)OC(=O)N1CC=2N=C(N=C(C2CC1)Cl)Cl.N1(CCNCC1)C1=NC=CN=C1OC1=CC=C(C=C1)C(F)(F)F